ClC=1C=C2C=NC(=NC2=CC1C1CCN(CC1)C[C@@H](O)C1=CC=C(C=C1)F)NC=1C=NN(C1C)C1CC1 (1S)-2-(4-{6-chloro-2-[(1-cyclopropyl-5-methyl-1H-pyrazol-4-yl)amino]quinazolin-7-yl}piperidin-1-yl)-1-(4-fluorophenyl)ethan-1-ol